4-(3-benzyloxy-2,6-dimethyl-phenyl)-3-cyano-1-ethyl-pyrrolo[2,3-b]pyridine-6-carboxamide C(C1=CC=CC=C1)OC=1C(=C(C(=CC1)C)C1=C2C(=NC(=C1)C(=O)N)N(C=C2C#N)CC)C